N[C@@H](C1=C2C=CN(C(C2=CC=C1)=O)C)C=1N=NN(C1)C1CC12CC2 5-{(1S)-amino[1-(spiro[2.2]pentan-1-yl)-1H-1,2,3-triazol-4-yl]methyl}-2-methylisoquinolin-1(2H)-one